FC(CN(C1=NC=2N(C3=CC=C(C=C13)F)C=NN2)C2=CC(=CC(=C2)C#CC2(CC2)C(F)(F)F)F)F N-(2,2-difluoroethyl)-7-fluoro-N-(3-fluoro-5-((1-(trifluoromethyl)cyclopropyl)ethynyl)phenyl)-[1,2,4]triazolo[4,3-a]quinazolin-5-amine